3-methyl-6,8-dihydropyrido[3',4':5,6]pyrano[4,3-f]indazole-4-d CC1=C(C2=C(C3=CC=4C=NNC4C=C3CO2)C=N1)[2H]